C(N)(OC1=C(C=CC=C1)C1=CC2=CC=CC=C2C=C1)=O 2-naphthylphenyl carbamate